IC1=CNC2=NC=C(C=C21)C=2C(=NOC2C)C 4-(3-iodo-1H-pyrrolo[2,3-b]pyridin-5-yl)-3,5-dimethyl-isoxazole